7-(Anthracene-2-yloxy)-2-carboxy-1,2,3,4-tetrahydronaphthalene C1=C(C=CC2=CC3=CC=CC=C3C=C12)OC1=CC=C2CCC(CC2=C1)C(=O)O